2-(4-Carbamoyl-phenylamino)-4-(2-oxo-2,3-dihydro-benzooxazol-5-ylamino)-pyrimidine-5-carboxylic acid methyl ester trifluoroacetate salt FC(C(=O)O)(F)F.COC(=O)C=1C(=NC(=NC1)NC1=CC=C(C=C1)C(N)=O)NC=1C=CC2=C(NC(O2)=O)C1